pyrimidotriazine C1=C2C(=NC=N1)C=NN=N2